(4-(1-methyl-1H-pyrazol-5-yl)phenyl)methanamine CN1N=CC=C1C1=CC=C(C=C1)CN